potassium hydroquinone sulfate salt S(=O)(=O)([O-])[O-].C1(O)=CC=C(O)C=C1.[K+].[K+]